FC(F)(F)C1=C(C=CC=C1)N1C(NC=C1)C1CCCN(C1)C(C=O)C 2-(5-(3-(trifluoromethylphenyl)-1H-imidazol-2-yl)piperidin-1-yl)propan-1-one